(1r,4r)-4-((6-fluoro-5-(1-(2-fluoroethyl)-1H-benzo[d][1,2,3]triazol-6-yl)-4-methoxypyrrolo[2,1-f][1,2,4]triazin-2-yl)amino)-1-methylcyclohexan-1-ol FC=1C(=C2C(=NC(=NN2C1)NC1CCC(CC1)(O)C)OC)C=1C=CC2=C(N(N=N2)CCF)C1